O[C@@H]1[C@@H](CC[C@@H]1O)C(=O)OCC |&1:2| rac-ethyl (2R,3S)-2,3-dihydroxycyclopentane-1-carboxylate